7-chloro-2,2-dimethyl-3-heptyne ClCCCC#CC(C)(C)C